4-(2,4-dimethoxy-phenoxy)-3,5,6-trichloro-phthalonitrile COC1=C(OC=2C(=C(C(C#N)=C(C2Cl)Cl)C#N)Cl)C=CC(=C1)OC